COC(=O)C1=C(C=CCC1(C)CC)C 6-Ethyl-2,6-dimethylcyclohex-1,3-dien-1-carboxylic acid methyl ester